1,3-dimethyl-4,5,6,7-tetrahydroindene CC1C=C(C=2CCCCC12)C